(2-(((1S,3S)-3-Aminocyclopentyl)amino)-5-(trifluoromethyl)pyrimidin-4-yl)-7-(dimethylphosphoryl)-1H-indole-6-carbonitrile, formate salt C(=O)O.N[C@@H]1C[C@H](CC1)NC1=NC=C(C(=N1)N1C=CC2=CC=C(C(=C12)P(=O)(C)C)C#N)C(F)(F)F